ClC1=NC(=C2N=CN(C2=N1)[C@@H]1O[C@@H]([C@@H]2[C@H]1OC(O2)(C)C)COCP(OCC)(OCC)=O)N[C@@H](C)C2=CC=CC=C2 diethyl ((((3aR,4R,6R,6aR)-6-(2-chloro-6-(((S)-1-phenylethyl)amino)-9H-purin-9-yl)-2,2-dimethyltetrahydrofuro[3,4-d][1,3]dioxol-4-yl)methoxy)methyl)phosphonate